ClC=1C(=NC(=NC1)NC1CCC(CC1)N)C=1C=NN(C1CC1CC1)C(C)C (1r,4r)-N1-(5-chloro-4-(5-(cyclopropylmethyl)-1-isopropyl-1H-pyrazol-4-yl)pyrimidin-2-yl)cyclohexane-1,4-diamine